2-((3-(difluoromethyl)-1-methyl-1H-pyrazol-5-yl)oxy)-1-(m-tolyl)ethane-1-one-O-methyloxime CON=C(COC1=CC(=NN1C)C(F)F)C=1C=C(C=CC1)C